2-Furfuryl alcohol C1=COC(=C1)CO